N1(CCCC1)CCC(=O)NN1C=CC2=C(C=CC(=C12)C(=O)N)C1=C(C(=CC=C1)NC(C(=C)C)=O)C 3-(pyrrolidin-1-yl)propanamido-4-(3-methacrylamido-2-methylphenyl)-1H-indole-7-carboxamide